D-4-nonylphenol C(CCCCCCCC)C1=CC=C(C=C1)O